(5-((2R,3S)-3-(3,4-difluoro-2-methoxyphenyl)-5-methyltetrahydrofuran-2-carboxamido)-2-fluorophenyl)boronic acid FC=1C(=C(C=CC1F)[C@H]1[C@@H](OC(C1)C)C(=O)NC=1C=CC(=C(C1)B(O)O)F)OC